CN1CCN(CCC1)C(C(=O)N)CC 4-methyl-1,4-diazepan-1-ylbutanamide